The molecule is a branched amino pentasaccharide comprising an N-acetyl-D-glucosamine residue, two D-glucose residues and two L-glycero-D-manno-heptose residues, with linkages as shown. CC(=O)N[C@@H]1[C@H]([C@@H]([C@H](O[C@@H]1O[C@H]2[C@H]([C@@H]([C@H](O[C@@H]2O[C@@H]3[C@@H]([C@H](O[C@@H]([C@H]3O[C@H]4[C@@H]([C@H]([C@@H]([C@H](O4)CO)O)O)O)[C@H](CO)O)O)O)[C@H](CO)O)O)O[C@@H]5[C@@H]([C@H]([C@@H]([C@H](O5)CO)O)O)O)CO)O)O